resorcinolbis-phthalonitrile C=1(O)C(=C(O)C(=CC1)C=1C=CC=C(C1C#N)C#N)C=1C=CC=C(C1C#N)C#N